methyl (1S,3R)-1-(4-((2-(2-((1r,3R,5S)-adamantan-1-yl) acetamido) ethyl) carbamoyl) phenyl)-2-(2-chloroacetyl)-2,3,4,9-tetrahydro-1H-pyrido[3,4-b]indole-3-carboxylate C12(CC3CC(CC(C1)C3)C2)CC(=O)NCCNC(=O)C2=CC=C(C=C2)[C@@H]2N([C@H](CC3=C2NC2=CC=CC=C32)C(=O)OC)C(CCl)=O